ClC=1C(=C(CN2[C@@H](C[C@@](CC2)(C(=O)O)CC2=NC(=CC(=C2F)F)NC2=NNC(=C2)C)C)C=CC1)F (2R,4R)-1-(3-chloro-2-fluorobenzyl)-4-((3,4-difluoro-6-((5-methyl-1H-pyrazol-3-yl)amino)pyridin-2-yl)methyl)-2-methylpiperidine-4-carboxylic acid